1H-benzo[d][1,2,3]triazol-1-yl 5-methyl-3-phenylisoxazole-4-carboxylate CC1=C(C(=NO1)C1=CC=CC=C1)C(=O)ON1N=NC2=C1C=CC=C2